NC1=C(CN2CC=3C=C(C=4C(=CNC4C3NS2(=O)=O)Cl)Cl)C=CC=C1 3-(2-aminobenzyl)-6,7-dichloro-1,3,4,9-tetrahydro-[1,2,6]thiadiazino[4,3-g]indole 2,2-dioxide